1,3,5-oxadiazin-4-one O1C=NC(N=C1)=O